5-Methyl-3-octyl-1,2,4-triazole CC1=NC(=NN1)CCCCCCCC